4-(1-Methyl-5-[[4-(trifluoromethoxy)phenyl]amino]pyrazol-3-yl)benzaldehyd CN1N=C(C=C1NC1=CC=C(C=C1)OC(F)(F)F)C1=CC=C(C=O)C=C1